6-(6-ethynyl-4-methoxypyridin-3-yl)-5-(2-fluoro-4-((4-methylpyrimidin-2-yl)oxy)phenyl)-4,7-dimethyl-7H-pyrrolo[2,3-d]pyrimidine C(#C)C1=CC(=C(C=N1)C1=C(C2=C(N=CN=C2C)N1C)C1=C(C=C(C=C1)OC1=NC=CC(=N1)C)F)OC